C1=CC=CC=2OC3=C(C=CNC=CC21)C=CC=C3 dibenz[b,i][1,6]oxazecine